iodopropane methyl-hypoiodite COI.ICCC